methyl 6-chloro-7-methoxy-4-(thiophen-3-ylmethyl)-3,4-dihydro-2H-benzo[b][1,4]oxazine-8-carboxylate ClC1=CC2=C(OCCN2CC2=CSC=C2)C(=C1OC)C(=O)OC